CN1C(=NN=C1)C1(CCC1)C=1C=C(C=CC1)N1C(C2=C(C(=C1)C(F)(F)F)C=C(N2)CNCCC)=O 6-(3-(1-(4-methyl-4H-1,2,4-triazol-3-yl)cyclobutyl)phenyl)-2-((propylamino)methyl)-4-(trifluoromethyl)-1,6-dihydro-7H-pyrrolo[2,3-c]pyridin-7-one